FC1=C(OC2=C(C=C(C=C2)N(S(=O)(=O)CC)CCN2C(CCC2)=O)C=2C3=C(C(N(C2)C)=O)NC=C3)C=CC(=C1)F N-[4-(2,4-difluorophenoxy)-3-(6-methyl-7-oxo-6,7-dihydro-1H-pyrrolo[2,3-c]pyridin-4-yl)phenyl]-N-[2-(2-oxopyrrolidin-1-yl)ethyl]ethanesulfonamide